TERT-BUTYL 4-FORMYL-3-(TRIFLUOROMETHYL)PHENYLCARBAMATE C(=O)C1=C(C=C(C=C1)NC(OC(C)(C)C)=O)C(F)(F)F